F[C@@H]1[C@H]2CC[C@@H](C[C@@H]1OC1=CC=C(N=N1)C=1C=C3C=CN(C(C3=CC1O)=O)C)N2 6-(6-(((1r,2r,3s,5s)-2-fluoro-8-azabicyclo[3.2.1]oct-3-yl)oxy)pyridazin-3-yl)-7-hydroxy-2-methylisoquinolin-1(2H)-one